5-bromo-2-[2-(3,4-difluoro-2-methoxy-phenoxy)-5-fluoro-4-(trifluoromethyl)phenyl]-6-methoxy-1H-quinolin-4-one BrC1=C2C(C=C(NC2=CC=C1OC)C1=C(C=C(C(=C1)F)C(F)(F)F)OC1=C(C(=C(C=C1)F)F)OC)=O